COC1=CC=C(C=C1)CN(S(=O)(=O)C1=C(C=C(C=C1F)CC=1C(=NN(C1CC1CC1)C=1SC=C(N1)C(=O)OCC)C1=CC=C(C=C1)F)F)CC1=CC=C(C=C1)OC ethyl 2-[4-[(4-[bis[(4-methoxyphenyl)methyl]sulfamoyl]-3,5-difluorophenyl)methyl]-5-(cyclopropylmethyl)-3-(4-fluorophenyl)pyrazol-1-yl]-1,3-thiazole-4-carboxylate